COC=1C=C(C=CC1OC)C(C1CCNCC1)C1=CC=CC=C1 4-[(3,4-dimethoxyphenyl)-phenyl-methyl]piperidine